BrC1=CC(=CC(=N1)N1CC2(C=3C=NC(=CC31)NC(C)=O)CC2)C N-(1'-(6-bromo-4-methylpyridin-2-yl)-1',2'-dihydrospiro[cyclopropane-1,3'-pyrrolo[3,2-c]pyridin]-6'-yl)acetamide